3-amino-4-(7-fluoro-1H-indazol-4-yl)-6-(1,1,1-trifluoropropan-2-yl)-1H-1,7-phenanthrolin-2-one NC=1C(NC2=C3C=CC=NC3=C(C=C2C1C1=C2C=NNC2=C(C=C1)F)C(C(F)(F)F)C)=O